N1(N=CC=C1)C[C@H]1COC=2C(=C(C=C3C(=NC(N1C23)=O)N2[C@H](CN([C@@H](C2)C)C(C=C)=O)C)Cl)C2=C(C=CC=C2O)F (3S,10R)-3-((1H-pyrazol-1-yl)methyl)-7-((2S,5R)-4-acryloyl-2,5-dimethylpiperazin-1-yl)-9-chloro-10-(2-fluoro-6-hydroxyphenyl)-2H-[1,4]oxazino-[2,3,4-ij]quinazolin-5(3H)-one